5-FLUORO-2-HYDROXYBENZALDEHYDE FC=1C=CC(=C(C=O)C1)O